NC=1C=C2C(CC(NC2=CC1)=O)(C)C 6-amino-4,4-dimethyl-1,3-dihydroquinolin-2-one